ClC=1C=CC(=C(C1)B1OC(C(O1)(C)C)(C)C)OC 2-(5-chloro-2-methoxyphenyl)-4,4,5,5-tetramethyl-1,3,2-dioxaborolan